ClC=1C=2N(C=CC1)C(N(C2)C2(CC2)C#N)C=2SC(=CN2)C(F)F 8-chloro-N-(1-cyanocyclopropyl)-3-(5-(difluoromethyl)thiazol-2-yl)imidazo[1,5-a]pyridine